N=1N(N=CC1)C1=C(C=C(C=N1)NC(=O)C=1C(=NC(=NC1)C1=C(C=C(C=C1)C#N)C)C)C(F)(F)F N-(6-(2H-1,2,3-triazol-2-yl)-5-(trifluoromethyl)pyridin-3-yl)-2-(4-cyano-2-methylphenyl)-4-methylpyrimidine-5-carboxamide